N-[2,4-difluoro-3-[1-(4-[[2-(trimethylsilyl)ethoxy]methyl]-1,2,4-triazol-3-yl)imidazo[1,5-a]pyridin-6-yl]phenyl]-5-fluoro-2-methoxypyridine-3-sulfonamide FC1=C(C=CC(=C1C=1C=CC=2N(C1)C=NC2C2=NN=CN2COCC[Si](C)(C)C)F)NS(=O)(=O)C=2C(=NC=C(C2)F)OC